(S)-5,6-dimethyl-N-(3-(1-((1-methyl-1H-pyrazolo[3,4-b]pyrazin-6-yl)amino)ethyl)phenyl)nicotinamide Methyl-(S)-5-fluoro-2-(4-methoxybenzyl)-3-oxo-1-(2-oxoethyl)isoindoline-1-carboxylate COC(=O)[C@]1(N(C(C2=CC(=CC=C12)F)=O)CC1=CC=C(C=C1)OC)CC=O.CC=1C(=NC=C(C(=O)NC2=CC(=CC=C2)[C@H](C)NC2=CN=C3C(=N2)N(N=C3)C)C1)C